[C@H]12COCC[C@H]2C1C=1C=C2C=C(N=CC2=CC1Cl)NC(=O)[C@H]1CC12CCOCC2 (R)-(1S,6S)-N-(6-(3-oxabicyclo[4.1.0]heptan-7-yl)-7-chloroisoquinolin-3-yl)-6-oxaspiro[2.5]octane-1-carboxamide